3-(4-Ethoxy-2,3-difluorophenyl)-4-[4-[(3S)-1-(3-fluoropropyl)pyrrolidin-3-yl]oxyphenyl]-2H-thiochromen-7-ol C(C)OC1=C(C(=C(C=C1)C=1CSC2=CC(=CC=C2C1C1=CC=C(C=C1)O[C@@H]1CN(CC1)CCCF)O)F)F